C(C)OC1=C(C=C(C=C1)C=1C=C2CC(C(C2=CC1OC)NC(O[C@@H]1CN2CCC1CC2)=O)(C)C)F (S)-quinuclidin-3-yl (5-(4-ethoxy-3-fluorophenyl)-6-methoxy-2,2-dimethyl-2,3-dihydro-1H-inden-1-yl)carbamate